(4-(((5-methylfuran-2-yl)methyl)carbamoyl)phenyl)carbamic acid tert-butyl ester C(C)(C)(C)OC(NC1=CC=C(C=C1)C(NCC=1OC(=CC1)C)=O)=O